ethyl (R)-2-(1-(6-(5-(((4-cyclobutyl-1,3,5-triazin-2-yl)oxy)methyl)-1-methyl-1H-1,2,3-triazol-4-yl)-2-ethylpyridin-3-yl)piperidin-3-yl)acetate C1(CCC1)C1=NC(=NC=N1)OCC1=C(N=NN1C)C1=CC=C(C(=N1)CC)N1C[C@H](CCC1)CC(=O)OCC